4-methyl-3-[(2-methyl-4-amino-5-pyrimidinyl)methyl]-5-(2-benzoyloxyethyl)thiazolium CC=1[N+](=CSC1CCOC(C1=CC=CC=C1)=O)CC=1C(=NC(=NC1)C)N